NC(C(=O)O)(CCCCB(O)O)C1CCN(CC1)CC1=CC2=CC=CC=C2C=C1 2-amino-6-borono-2-(1-(naphthalen-2-ylmethyl)piperidin-4-yl)hexanoic acid